1-cyclohexene-1,2-dicarboxylic anhydride C12=C(CCCC1)C(=O)OC2=O